O[C@H]1CCN(CCC1)C(=O)OCC Ethyl (4R)-4-hydroxyazepane-1-carboxylate